NC1=NC=CC=C1C1=NC=2C(=NC(=CC2)C2COC2)N1C1=CC=C(C=C1)CO (4-(2-(2-aminopyridin-3-yl)-5-(oxetan-3-yl)-3H-imidazo[4,5-b]pyridin-3-yl)phenyl)methanol